SCC(=O)O.SCC(=O)O.OCCCSCCCO hydroxypropylsulfide bis(2-mercaptoacetate)